4-(aminomethyl)-1-(3-(2-chloro-3-(methylamino)-phenyl)-1H-pyrazolo[3,4-b]pyrazin-6-yl)4-methylpiperidine NCC1(CCN(CC1)C1=CN=C2C(=N1)NN=C2C2=C(C(=CC=C2)NC)Cl)C